6-(1-(2,2-difluoroethyl)-1H-pyrazol-4-yl)-2-pyridinecarboxylic acid FC(CN1N=CC(=C1)C1=CC=CC(=N1)C(=O)O)F